FC=1C=CC(=C(CNCC2CCN(CC2)C(=O)OC(C)(C)C)C1)OCCC tert-butyl 4-(((5-fluoro-2-propoxybenzyl)amino)methyl)piperidine-1-carboxylate